C(C1=CC=CC=C1)N1CCC(CC1)OC=1C(=CC(=NC1)S(=O)(=O)NC1=NC(=CC=C1)F)C(F)(F)F 5-((1-benzylpiperidin-4-yl)oxy)-N-(6-fluoropyridin-2-yl)-4-(trifluoromethyl)pyridine-2-sulfonamide